O=C1C(=CC(C2=CC=CC=C12)=O)NC1=CC=C(C=C1)C1=C(C(=O)N)C=CC(=C1)CN1CCN(CC1)C (4-((1,4-dioxo-1,4-dihydronaphthalen-2-yl)amino)phenyl)-4-((4-methylpiperazin-1-yl)methyl)benzamide